2-amino-2-(3,4-dichlorophenyl)propanoic acid NC(C(=O)O)(C)C1=CC(=C(C=C1)Cl)Cl